5-Undecene CCCCC=CCCCCC